3-methylpiperazine-1-carboxylic acid-1-tert-butyl ester C(C)(C)(C)OC(=O)N1CC(NCC1)C